methyl 4-(2-(1-(cyanomethyl)cyclobutyl)-5-fluoro-1-(4-fluoro-3-methylphenyl)-4-hydroxy-1H-indol-3-yl)benzoate C(#N)CC1(CCC1)C=1N(C2=CC=C(C(=C2C1C1=CC=C(C(=O)OC)C=C1)O)F)C1=CC(=C(C=C1)F)C